O1CCOC12CCC(CC2)N2N=CC(=C2)NC2=NC=C(C(=N2)C2=C(C(=O)O)C=CC=C2)C (2-((1-(1,4-dioxaspiro[4.5]dec-8-yl)-1H-pyrazol-4-yl)amino)-5-methylpyrimidin-4-yl)benzoic acid